FC1(CC(C1)NC(C(=O)N1CC2(CC2)C[C@H]1C(=O)N[C@@H](C[C@H]1C(NCC1)=O)C(COC(F)(F)F)=O)=O)F (S)-5-(2-((3,3-difluorocyclobutyl)-amino)-2-oxoacetyl)-N-((S)-3-oxo-1-((S)-2-oxopyrrolidin-3-yl)-4-(trifluoromethoxy)butan-2-yl)-5-azaspiro[2.4]-heptane-6-carboxamide